C(C=C)(=O)OCCCC[SiH2]C(Cl)Cl acryloxybutyl-dichloromethylsilane